O=C1NC(CCC1C=1C=C(C=CC1)NC1CCC(CC1)CNC(OC(C)(C)C)=O)=O tert-butyl (((1r,4r)-4-((3-(2,6-dioxopiperidin-3-yl)phenyl)amino)cyclohexyl)methyl)carbamate